Methyl 3,4,5-tri(Docosoxy)benzoate C(CCCCCCCCCCCCCCCCCCCCC)OC=1C=C(C(=O)OC)C=C(C1OCCCCCCCCCCCCCCCCCCCCCC)OCCCCCCCCCCCCCCCCCCCCCC